C(CC1=C(C(OC2=CC=CC=C12)=O)C(=O)N)C1=C(C(OC2=CC=CC=C12)=O)C(=O)N ethylenebis(3-coumarinformamide)